methyl 4-(9-((2,6-diethoxy-4'-fluoro-[1,1'-biphenyl]-4-yl)methyl)-3-oxo-2,9-diazaspiro[5.5]undec-2-yl)benzoate C(C)OC1=C(C(=CC(=C1)CN1CCC2(CCC(N(C2)C2=CC=C(C(=O)OC)C=C2)=O)CC1)OCC)C1=CC=C(C=C1)F